(S)-1-cyano-N-(6-(1-(1-(ethylsulfonyl)piperidin-4-yl)-1H-pyrazol-4-yl)benzo[d]thiazol-2-yl)pyrrolidine-3-carboxamide C(#N)N1C[C@H](CC1)C(=O)NC=1SC2=C(N1)C=CC(=C2)C=2C=NN(C2)C2CCN(CC2)S(=O)(=O)CC